3-methoxypropyl phosphonate P(OCCCOC)([O-])=O